6-Bromo-N-(1-ethylpiperidin-4-yl)-2-[4-(4-{2-[(1-methyl-1H-pyrazol-5-yl)amino]ethyl}piperazin-1-yl)phenyl]-3H-imidazo[4,5-b]pyridin-7-amine BrC=1C(=C2C(=NC1)NC(=N2)C2=CC=C(C=C2)N2CCN(CC2)CCNC2=CC=NN2C)NC2CCN(CC2)CC